4-((1H-pyrazol-1-yl)methyl)-2,2-dimethyl-2,3-dihydrobenzofuro[7,6-d]isoxazol-8-amine N1(N=CC=C1)CC1=CC2=C(C(=NO2)N)C2=C1CC(O2)(C)C